CC1=NC=CC(=C1NC(C1=C(C=C(C(=C1)F)N1N=C2COCCN2C1=O)O[C@H](C(F)(F)F)C)=O)C N-(2,4-dimethylpyridin-3-yl)-5-fluoro-4-(3-oxo-5,6-dihydro-3H-[1,2,4]triazolo[3,4-c][1,4]oxazin-2(8H)-yl)-2-{[(2S)-1,1,1-trifluoropropan-2-yl]oxy}benzamide